CC1(NC(C2=CC=C(C=C12)NC1=NC=C(C=N1)C(=O)NN)=O)C 2-((3,3-dimethyl-1-oxoisoindol-5-yl)amino)pyrimidine-5-hydrazide